3-(4-Morpholinothieno[3,2-d]pyrimidin-2-yl)phenyl Hexanoate C(CCCCC)(=O)OC1=CC(=CC=C1)C=1N=C(C2=C(N1)C=CS2)N2CCOCC2